lithium iron stearate C(CCCCCCCCCCCCCCCCC)(=O)[O-].[Fe+2].[Li+].C(CCCCCCCCCCCCCCCCC)(=O)[O-].C(CCCCCCCCCCCCCCCCC)(=O)[O-]